(1R,3R,5S)-2-azabicyclo[3.1.0]hexane-3-carboxamide methanesulfonate CS(=O)(=O)O.[C@@H]12N[C@H](C[C@@H]2C1)C(=O)N